6-Iodo-9H-purine IC1=C2N=CNC2=NC=N1